7-((4-(2-methyl-6-(methylcarbamoyl)pyridin-3-yl)piperazin-1-yl)methyl)-2,3-dimethylpyrazolo[1,5-a]quinoxalin-4(5H)-one CC1=NC(=CC=C1N1CCN(CC1)CC=1C=C2NC(C=3N(C2=CC1)N=C(C3C)C)=O)C(NC)=O